5-amino-2-fluorophenol tetrafluoroborate F[B-](F)(F)F.NC=1C=CC(=C(C1)O)F